BrC=1C=C(C(=C(C1)Cl)[N+](=O)[O-])F 5-Bromo-1-chloro-3-fluoro-2-nitrobenzene